NC=1C(=C2C(=NC1C(=O)N)N(N=C2Br)CC)C2=C(C(=CC=C2C)OC)C 5-amino-3-bromo-1-ethyl-4-(3-methoxy-2,6-dimethyl-phenyl)pyrazolo[3,4-b]pyridine-6-carboxamide